O1CCN(CC1)CCOCCN (2-(2-morpholinoethoxy)ethyl)ammonia